(2S)-2-amino-4-methyl-pentanoic acid N[C@H](C(=O)O)CC(C)C